BrC1=CC(=NC=C1)S(=O)(=O)N(COCC[Si](C)(C)C)C 4-bromo-N-methyl-N-((2-(trimethylsilyl)ethoxy)methyl)pyridine-2-sulfonamide